CC1=NC(=CC(=N1)NC1=NN2C(C=C(C=C2)C2=C(C=NC(=C2)C)OC2CCC(CC2)C#N)=C1)C 4-[[4-[2-[(2,6-dimethylpyrimidin-4-yl)amino]pyrazolo[1,5-a]pyridin-5-yl]-6-methyl-3-pyridyl]oxy]cyclohexanecarbonitrile